C(C1=CC=CC=C1)OC1=C(C(=O)N2CC3=CC=C(C=C3C2)CN2CCN(CC2)CCOCCOCCOCCNC=2C=C3CN(C(C3=CC2)=O)C2C(NC(CC2)=O)=O)C(=CC(=C1C)O)O 3-(5-((2-(2-(2-(2-(4-((2-(2-(Benzyloxy)-4,6-dihydroxy-3-methylbenzoyl)isoindolin-5-yl)methyl)piperazin-1-yl)ethoxy)ethoxy)ethoxy)ethyl)amino)-1-oxoisoindolin-2-yl)piperidine-2,6-dione